ClC=1C(=C(C=CC1F)[C@@H](CCC1=CC=C(C=C1)Cl)NC(=O)[C@@H]1CNC(O1)=O)F |o1:8| (S)-N-((R or S)-1-(3-chloro-2,4-difluorophenyl)-3-(4-chlorophenyl)propyl)-2-oxooxazolidine-5-carboxamide